1-methyl-4-phenyl-5-(2-phenyloxazol-4-yl)pyridin-2(1H)-one CN1C(C=C(C(=C1)C=1N=C(OC1)C1=CC=CC=C1)C1=CC=CC=C1)=O